6-cyclopropyl-4-methyl-N-(3-(3-((4-methyl-4H-1,2,4-triazol-3-yl)methyl)oxetan-3-yl)phenyl)picolinamide C1(CC1)C1=CC(=CC(=N1)C(=O)NC1=CC(=CC=C1)C1(COC1)CC1=NN=CN1C)C